4-(4-fluorophenyl)-1-((4-phenoxybutyryl)glycyl)pyrrolidine-2-carboxamide FC1=CC=C(C=C1)C1CC(N(C1)C(CNC(CCCOC1=CC=CC=C1)=O)=O)C(=O)N